N-[3-[4-bromo-1-(2,2,2-trifluoroethyl)indazol-6-yl]prop-2-ynyl]-2-methoxy-4-methylsulfonyl-aniline BrC1=C2C=NN(C2=CC(=C1)C#CCNC1=C(C=C(C=C1)S(=O)(=O)C)OC)CC(F)(F)F